N-(4-(5-amino-3-(pyridine-2-yl)-1H-1,2,4-triazole-1-carbonyl)phenyl)-1-naphthalenamide NC1=NC(=NN1C(=O)C1=CC=C(C=C1)NC(=O)C1=CC=CC2=CC=CC=C12)C1=NC=CC=C1